tert-Butyl N-[(1S)-2-(4-tert-butylphenyl)-1-methyl-2-oxo-ethyl]carbamate C(C)(C)(C)C1=CC=C(C=C1)C([C@H](C)NC(OC(C)(C)C)=O)=O